tert-butyl 6'-acetamido-1'-(2-(1,1-difluoroethyl)pyrimidin-4-yl)-1',2'-dihydrospiro[piperidine-4,3'-pyrrolo[3,2-c]pyridine]-1-carboxylate C(C)(=O)NC1=CC2=C(C=N1)C1(CN2C2=NC(=NC=C2)C(C)(F)F)CCN(CC1)C(=O)OC(C)(C)C